C(=C)N1[SiH2]N([SiH2]N([SiH2]N([SiH2]1)C=C)C=C)C=C tetra-vinyl-cyclotetrasilazane